ClC=1C=C2C(N(C(=NC2=CC1)NC=1C(=NC=CC1)OC)C1=CC=CC=C1)=O 6-chloro-2-((2-methoxypyridin-3-yl)amino)-3-phenylquinazolin-4(3H)-one